C1CC(CCC1)C12CC3(CC(CC(C1)C3)C2)C2CCCCC2 1,3-bis(3-cyclohexyl)adamantane